3-(2-chloro-6-methyl-4-pyridinyl)-2-(3-cyanophenyl)-N-[(3-hydroxyoxetan-3-yl)methyl]pyrazolo[1,5-a]pyrimidine-5-carboxamide ClC1=NC(=CC(=C1)C=1C(=NN2C1N=C(C=C2)C(=O)NCC2(COC2)O)C2=CC(=CC=C2)C#N)C